5-chloro-1'-(2-{[4-(3-hydroxy-3-methylcyclobutyl)pyrido[3,2-d]pyrimidin-7-yl]oxy}ethyl)-1,2-dihydrospiro[indole-3,4'-piperidin]-2-one ClC=1C=C2C(=CC1)NC(C21CCN(CC1)CCOC1=CC=2N=CN=C(C2N=C1)C1CC(C1)(C)O)=O